C(#N)C=C(C(=O)O)C1=CC=CC=C1 cyanophenyl-acrylic acid